COC(=O)[C@H]1N(CCC1)C1=NC(=NC=C1)N[C@@H](C)C1=CC=CC=C1 (S)-1-(2-(((S)-1-phenylethyl)amino)pyrimidin-4-yl)pyrrolidine-2-carboxylic acid methyl ester